N-(4-chlorophenyl)-3-[4-[[methoxy(methyl)carbamoyl]amino]phenyl]-N-methyl-imidazo[1,2-a]pyrazine-6-carboxamide ClC1=CC=C(C=C1)N(C(=O)C=1N=CC=2N(C1)C(=CN2)C2=CC=C(C=C2)NC(N(C)OC)=O)C